C1(=CC=C(C=C1)C1=NC(=NC(=N1)Cl)C1=CC=CC=C1)C1=CC=CC=C1 2-[1,1'-biphenyl]-4-yl-4-chloro-6-phenyl-1,3,5-triazine